6-bromo-1-(3-oxocyclobutyl)-1,2,3,4-tetrahydro-1,8-naphthyridin-2-one BrC=1C=C2CCC(N(C2=NC1)C1CC(C1)=O)=O